3-(3-methyl-7-oxo-2-phenyl-4,7-dihydropyrazolo[1,5-a]pyrimidin-5-yl)benzoic acid CC=1C(=NN2C1NC(=CC2=O)C=2C=C(C(=O)O)C=CC2)C2=CC=CC=C2